Gold(III) Porphyrin C12=CC=C(N1)C=C1C=CC(=N1)C=C1C=CC(N1)=CC=1C=CC(N1)=C2.[Au+3]